1-(4-chlorophenyl)-1H-1,2,3-triazole-4-carboxylic acid ClC1=CC=C(C=C1)N1N=NC(=C1)C(=O)O